C(C)(C)(C)OC(C(CC1=CC(=CC=C1)F)N)=O 2-Amino-3-(3-fluorophenyl)propionic acid tert-butyl ester